COCCOC1=CC=C(C=C1)S(=O)(=O)NC=1C=C(C(=O)NC2=NC=CC=C2)C=CC1 3-((4-(2-methoxyethoxy)phenyl)sulfonamido)-N-(pyridin-2-yl)benzamide